C1(CC1)[C@H](C)NC(=O)C=1NC(=NN1)C=1C=C(C=CC1)C=1OC(=CN1)C(=O)N[C@H](C(=O)OC(C)C)C(C)C (S)-Isopropyl 2-(2-(3-(5-(((S)-1-Cyclopropylethyl)Carbamoyl)-4H-1,2,4-Triazol-3-yl)Phenyl)Oxazole-5-Carboxamido)-3-Methylbutanoate